NC=1N=CC(=NC1C#CC1=NC=CN=C1)C=1C=C(C=CC1C)C(C(=O)N)(C(F)(F)F)O 2-(3-(5-amino-6-(pyrazin-2-ylethynyl)pyrazin-2-yl)-4-methylphenyl)-3,3,3-trifluoro-2-hydroxypropanamide